COC=1C=C(C=CC1OC)C=1NC2=CC=C(C=C2C1C(C)C)C1=CC(=CC=C1)C(=O)N1CCNCC1 2-(3,4-dimethoxyphenyl)-5-[3-(piperazine-1-carbonyl)phenyl]-3-(propan-2-yl)-1H-indole